4-[4-[4-[(tert-butoxycarbonylamino)methyl]-3-methyl-phenyl]thieno[2,3-b]pyridin-2-yl]butyl methanesulfonate CS(=O)(=O)OCCCCC1=CC=2C(=NC=CC2C2=CC(=C(C=C2)CNC(=O)OC(C)(C)C)C)S1